COC1=C(C=C(C=C1)NCC1=CC=CC=C1)C (4-methoxy-3-methylphenyl)benzylamine